C1N(CC2C1CCC2)C(=O)OCNC2=C(NC=C2)C(=O)OCC (((2-(ethoxycarbonyl)-1H-pyrrol-3-yl) amino) methyl) hexahydrocyclopenta[c]pyrrole-2(1H)-carboxylate